C(C1=CC=CC=C1)OC(=O)N1[C@H]([C@]2(CC1)NC(COC2)=O)CC2=C(C(=CC=C2)Br)F |o1:11,12| rel-(1S,5S)-1-[(3-bromo-2-fluorophenyl)methyl]-7-oxo-9-oxa-2,6-diazaspiro[4.5]decane-2-carboxylic acid benzyl ester